CC=1N=CSC1C1=CC=C(C=C1)[C@H](C)NC(=O)[C@H]1N(C[C@@H](C1)OC(=O)OC1=CC=C(C=C1)[N+](=O)[O-])C(=O)OC(C)(C)C (2S,4R)-tert-Butyl 2-(((S)-1-(4-(4-methylthiazol-5-yl)phenyl)ethyl)carbamoyl)-4-(((4-nitrophenoxy)carbonyl)oxy)pyrrolidine-1-carboxylate